Cl.ClC1=CC(=C(CC(N)C2CCNCC2)C=C1F)OCC (4-chloro-2-ethoxy-5-fluorobenzyl)-1-(piperidin-4-yl)methanamine hydrochloride